ClC=1N=C(C=2CCN(CC2C1C#N)CC=1C(=NC(=CC1)OCC(F)F)C([2H])([2H])[2H])NCC#N 3-chloro-1-(cyanomethylamino)-6-[[6-(2,2-difluoroethoxy)-2-(trideuteriomethyl)-3-pyridyl]methyl]-7,8-dihydro-5H-2,6-naphthyridine-4-carbonitrile